6-fluoro-1-methylindazole-4-carbonitrile FC=1C=C(C=2C=NN(C2C1)C)C#N